FCCCN1CC(C1)=CC1=CC=C(C=C1)C1=C(CCCC2=C1C=CC=C2)[C@H]2[C@@H](C2)C2=CC=CC=C2 9-(4-((1-(3-Fluoropropyl)azetidin-3-yliden)methyl)phenyl)-8-((trans)-2-phenylcyclopropyl)-6,7-dihydro-5H-benzo[7]annulen